5-(5-((R)-1-(3,5-Dichloropyridin-4-yl)ethoxy)-1-(tetrahydro-2H-pyran-2-yl)-1H-indazol-3-yl)picolinic acid ClC=1C=NC=C(C1[C@@H](C)OC=1C=C2C(=NN(C2=CC1)C1OCCCC1)C=1C=CC(=NC1)C(=O)O)Cl